p-hydroxymethyl-benzaldehyde OCC1=CC=C(C=O)C=C1